tert-butyl 6-(benzyloxy)-8-fluoro-7-[(2-methoxy-2-oxoethyl)(trifluoroacetyl)amino]-4-oxo-3,4-dihydroisoquinoline-2(1H)-carboxylate C(C1=CC=CC=C1)OC=1C=C2C(CN(CC2=C(C1N(C(C(F)(F)F)=O)CC(=O)OC)F)C(=O)OC(C)(C)C)=O